D(+)-Xylose C([C@H]([C@@H]([C@H](C=O)O)O)O)O